BrC=1C=NC=2N(C1)N=C(C2C2=NC=1C(=NC=C(C1)C(F)(F)F)N2C)S(=O)(=O)CC 2-(6-bromo-2-(ethylsulfonyl)pyrazolo[1,5-a]pyrimidin-3-yl)-3-methyl-6-(trifluoromethyl)-3H-imidazo[4,5-b]pyridine